ClC=1C=CC(=C(C1)N1C(C(N(CC1)[C@H](C(=O)NC=1C=C2C=C(N(C2=CC1)C(=O)OC(C)(C)C)C(=O)OC(C)(C)C)CC1=CC=C(C=C1)NS(NCC)(=O)=O)=O)=O)N1N=NN=C1 di-tert-butyl (S)-5-(2-(4-(5-chloro-2-(1H-tetrazol-1-yl) phenyl)-2,3-dioxopiperazin-1-yl)-3-(4-((N-ethylsulfamoyl) amino) phenyl) propanamido)-1H-indole-1,2-dicarboxylate